L-1,3-Diphenylisobenzofuran C1(=CC=CC=C1)C=1OC(=C2C=CC=CC12)C1=CC=CC=C1